2-(2-chlorophenyl)-2-oxoacetic acid methyl ester COC(C(=O)C1=C(C=CC=C1)Cl)=O